1-phenyl-3-(thien-2-yl)propane-1,3-dione boron difluoride [B](F)F.C1(=CC=CC=C1)C(CC(=O)C=1SC=CC1)=O